FC(C(=O)O)(F)F.O1C=C(C=C1)CS(=O)(=O)C=1C=C(C=CC1)C(CC#N)N1N=CC(=C1)C=1C2=C(N=CN1)NC=C2 3-{3-[(3-furylmethyl)sulfonyl]-phenyl}-3-[4-(7H-pyrrolo[2,3-d]pyrimidin-4-yl)-1H-pyrazol-1-yl]propanenitrile trifluoroacetate